CN(C(C)(C)C=1SC2=C(N1)C=C(C=C2)C2=NC[C@H](CC2)C)C (S)-N,N-dimethyl-2-(5-(5-methyl-3,4,5,6-tetrahydropyridin-2-yl)benzo[d]thiazol-2-yl)propan-2-amine